OC(=O)C(F)(F)F.C1NCCC2=CC=C(C=C12)N1C(NC(CC1)=O)=O 1-(1,2,3,4-Tetrahydroisoquinolin-7-yl)dihydropyrimidine-2,4(1H,3H)-dione TFA salt